N-((1-benzyl-1H-1,2,3-triazol-4-yl)methyl)-N-(3-cyano-4,5,6,7-tetrahydrobenzo[b]thiophen-2-yl)-1-naphthamide C(C1=CC=CC=C1)N1N=NC(=C1)CN(C(=O)C1=CC=CC2=CC=CC=C12)C1=C(C2=C(S1)CCCC2)C#N